octyl phosphate trimethyloctylammonium salt C[N+](CCCCCCCC)(C)C.P(=O)(OCCCCCCCC)([O-])[O-].C[N+](C)(C)CCCCCCCC